(2-cyclopropylphenoxy)cyclopropane-1-carboxylic acid C1(CC1)C1=C(OC2(CC2)C(=O)O)C=CC=C1